C(#N)C=1C=C(C=CC1)C[C@@H](C(=O)N1CCN(CC1)C(=O)OC(C)(C)C)NS(=O)(=O)C1=CC2=CC=CC=C2C=C1 tert-butyl (S)-4-(3-(3-cyanophenyl)-2-(naphthalene-2-sulfonamido)propanoyl)piperazine-1-carboxylate